1-oxo-3,4-dihydroisoquinoline O=C1NCCC2=CC=CC=C12